1,3,5-trimethylimidazole CN1CN(C=C1C)C